[4-[(E)-[(1,1-dioxo-1,2-benzothiazol-3-yl)-isobutyl-hydrazono]methyl]phenyl]boronic acid O=S1(N=C(C2=C1C=CC=C2)N(\N=C\C2=CC=C(C=C2)B(O)O)CC(C)C)=O